methyl 2-methyl-1,3-oxazole-4-carboxylate CC=1OC=C(N1)C(=O)OC